COC(\C(=C\OC)\C1=C(C=CC=C1)OC1=NC=NC(=C1)OC1=C(C=CC=C1)C#N)=O (E)-2-[2-[6-(2-cyanophenoxy)pyrimidin-4-yloxy]phenyl]3-methoxyacrylic acid methyl ester